F[C@]1(CN(CCC1)C(=O)OC(C)(C)C)C(NC1=NC=C(C=C1)B1OC(C(O1)(C)C)(C)C)=O tert-butyl (R)-3-fluoro-3-((5-(4,4,5,5-tetramethyl-1,3,2-dioxaborolan-2-yl)pyridin-2-yl)carbamoyl)piperidine-1-carboxylate